(R)-(m-fluorophenyl)(4-{[(p-fluorophenyl)methoxy]methyl}-7-azabicyclo[2.2.1]hept-1-yl)methanol FC=1C=C(C=CC1)[C@@H](O)C12CCC(CC1)(N2)COCC2=CC=C(C=C2)F